2-(3-(5-cyano-6-oxo-1,6-dihydropyridin-3-yl)-4,4-difluoropiperidin-1-yl)-N-(5-fluoropyridin-2-yl)propionamide C(#N)C1=CC(=CNC1=O)C1CN(CCC1(F)F)C(C(=O)NC1=NC=C(C=C1)F)C